CC1=C(CNC2=C3N=CN(C3=NC=N2)[C@H]2[C@@H](O)[C@H](O)[C@H](O2)CO)OC=C1 6-(3-methylfurfurylamino)-9-β-D-arabinofuranosylpurine